FC1=C(C(=CC(=C1)S(NC)(=O)=O)F)C=1N=C2N(C=CC(=C2)C)C1C[C@H]1CN(CCO1)C(=O)OC methyl (S)-2-((2-(2,6-difluoro-4-(N-methylsulfamoyl)phenyl)-7-methylimidazo[1,2-a]pyridin-3-yl)methyl)morpholine-4-carboxylate